(2s,4r)-1-(2-(6-amino-8-methyl-9H-purin-9-yl)acetyl)-N-(3-chloro-2-fluorophenylmethyl)-4-fluoropyrrolidine-2-carboxamide NC1=C2N=C(N(C2=NC=N1)CC(=O)N1[C@@H](C[C@H](C1)F)C(=O)NCC1=C(C(=CC=C1)Cl)F)C